2-(1-(cyclopropylmethyl)-1H-indol-2-yl)-3-methyl-3,5,6,7-tetrahydro-8H-imidazo[4,5-b][1,6]naphthyridin-8-one C1(CC1)CN1C(=CC2=CC=CC=C12)C1=NC=2C(=NC=3CCNC(C3C2)=O)N1C